2,2-dimethyl-5-((2-methylbenzo[d]thiazol-6-yl)(methylthio)methylene)-1,3-dioxane-4,6-dione CC1(OC(C(C(O1)=O)=C(SC)C1=CC2=C(N=C(S2)C)C=C1)=O)C